3',4'-diamino-N-benzyl-[1,1'-biphenyl]-4-carboxamide NC=1C=C(C=CC1N)C1=CC=C(C=C1)C(=O)NCC1=CC=CC=C1